C(OCCCCOOC(C)(C)CC)([O-])=O t-pentylperoxy-n-butyl monocarbonate